C(=O)(OC(C)(C)C)[C@H]1[C@@H](CCC1)N (1R,2R)-boc-2-aminocyclopentane